(S)-N-(1-(3-(tert-butyl)phenyl)ethyl)-3-(3-fluoro-5-hydroxybenzyl)-1-isobutyl-2-methyl-1H-indole-6-carboxamide C(C)(C)(C)C=1C=C(C=CC1)[C@H](C)NC(=O)C1=CC=C2C(=C(N(C2=C1)CC(C)C)C)CC1=CC(=CC(=C1)O)F